ClC=1C=C(C=CC1Cl)C(CN(C)C)O 1-(3,4-dichlorophenyl)-2-(dimethylamino)ethanol